3-(4-((5-methyl-4-((2-methoxybenzylidene)amino)-4H-1,2,4-triazol-3-yl)thio)butoxy)-5,7-dimethoxy-2-(3,4,5-trimethoxyphenyl)-4H-chromen-4-one CC=1N(C(=NN1)SCCCCOC1=C(OC2=CC(=CC(=C2C1=O)OC)OC)C1=CC(=C(C(=C1)OC)OC)OC)N=CC1=C(C=CC=C1)OC